C1(CCCCC1)C1(C(NC2=C(C(=CC=C12)F)F)=O)C1=CC=C(C=C1)O 3-cyclohexyl-6,7-difluoro-3-(4-hydroxyphenyl)indolin-2-one